(3,5-Bis((E)-3,5-dichlorobenzylidene)-4-oxocyclohexyl)-4-(2-(dipropylamino)ethoxy)benzamide ClC=1C=C(\C=C\2/CC(C\C(\C2=O)=C/C2=CC(=CC(=C2)Cl)Cl)C2=C(C(=O)N)C=CC(=C2)OCCN(CCC)CCC)C=C(C1)Cl